4-methyl-2-(trifluoromethyl)-1'-((4-(trifluoromethyl)phenyl)sulfonyl)-2',3'-dihydro-1'H-spiro[cyclohexane-1,4'-quinoline] CC1CC(C2(CCN(C3=CC=CC=C23)S(=O)(=O)C2=CC=C(C=C2)C(F)(F)F)CC1)C(F)(F)F